C(C)(=O)C1=CC(=C(C=C1)NC(C1=C(C(=C(C(=C1F)F)F)F)F)=O)N(C(C(CC1=CC=CC=C1)O)=O)CC1=CC=CC=C1 N-(4-acetyl-2-(N-benzyl-2-hydroxy-3-phenylpropanamido)phenyl)-2,3,4,5,6-pentafluorobenzamide